COC=C1CC(OCC1)C 4-(methoxymethylene)-2-methyltetrahydro-2H-pyran